C(#N)CCC(C(=O)O)(C)C1=CC(=CC=C1)I 4-cyano-2-(3-iodophenyl)-2-methylbutanoic acid